ClCCS(=O)(=O)Cl 2-Chloro-ethane-sulfonyl chloride